FC1=CC(=C(C=C1C=1CCNCCC1)NC(=O)C1=CNC(C=C1C(F)(F)F)=O)N1C[C@@H](N([C@@H](C1)C)C)C N-(4-fluoro-5-(2,3,6,7-tetrahydro-1H-azepin-4-yl)-2-((3S,5R)-3,4,5-trimethylpiperazin-1-yl)phenyl)-6-oxo-4-(trifluoromethyl)-1,6-dihydropyridine-3-carboxamide